Bis(4-nitrophenyl)-10H-phenothiazine-3,7-dicarboxamide [N+](=O)([O-])C1=CC=C(C=C1)C1=C(C=2NC3=CC=C(C=C3SC2C=C1C(=O)N)C(=O)N)C1=CC=C(C=C1)[N+](=O)[O-]